N-[(6-amino-1,5-naphthyridin-3-yl)methyl]-N-(2-methanesulfonyl-5-methylpyridin-3-yl)-2-(trifluoromethyl)pyrimidine-5-carboxamide NC=1N=C2C=C(C=NC2=CC1)CN(C(=O)C=1C=NC(=NC1)C(F)(F)F)C=1C(=NC=C(C1)C)S(=O)(=O)C